N-((1S,3R)-3-((4-bromo-2-(methylcarbamoyl)-6-nitrophenyl)amino)cyclohexyl)-8-fluoro-2-oxo-1,2-dihydroquinoline-4-carboxamide BrC1=CC(=C(C(=C1)[N+](=O)[O-])N[C@H]1C[C@H](CCC1)NC(=O)C1=CC(NC2=C(C=CC=C12)F)=O)C(NC)=O